2-methyl-5-(3-(trifluoromethoxy)phenyl)furan-3-carboxylic acid CC=1OC(=CC1C(=O)O)C1=CC(=CC=C1)OC(F)(F)F